3-(2-methylpropyl)-1H-pyrazole-5-carboxylic acid CC(CC1=NNC(=C1)C(=O)O)C